NC1=CC=C(C=C1)N1CCN(CC1)CC1CC2(C1)CCN(CC2)C(=O)OC(C)(C)C tert-butyl 2-[[4-(4-aminophenyl) piperazin-1-yl] methyl]-7-azaspiro[3.5]nonane-7-carboxylate